2,2,6,6-tetramethylpiperidyl methacrylate C(C(=C)C)(=O)ON1C(CCCC1(C)C)(C)C